2-{3-[(4-chlorophenyl)methyl]-5-[(4-methoxyphenyl)methoxy]-1H-pyrazol-1-yl}-4-{1-[(4-methoxyphenyl)methyl]-5-(trifluoromethyl)-1H-1,2,3-triazol-4-yl}pyridine ClC1=CC=C(C=C1)CC1=NN(C(=C1)OCC1=CC=C(C=C1)OC)C1=NC=CC(=C1)C=1N=NN(C1C(F)(F)F)CC1=CC=C(C=C1)OC